(1-(4-methoxyphenyl)piperidin-4-yl)carbamic acid tert-butyl ester C(C)(C)(C)OC(NC1CCN(CC1)C1=CC=C(C=C1)OC)=O